FC=1C(=CC(=NC1O)C1CCC(CC1)=O)OC 4-(5-fluoro-6-hydroxy-4-methoxypyridin-2-yl)cyclohexan-1-one